4-(7-(thiophen-2-ylsulfonyl)-7-azaspiro[3.5]nonan-1-yl)morpholine S1C(=CC=C1)S(=O)(=O)N1CCC2(CCC2N2CCOCC2)CC1